3-pentyldecyl-7-((3-hydroxy-propyl)amino)-heptanoate C(CCCC)C(CCOC(CCCCCCNCCCO)=O)CCCCCCC